(R)-N-(1-(4-chlorophenyl)-2,2,2-trifluoroethyl)-N,1,3,3-tetramethyl-2-oxo-2,3-dihydro-1H-pyrrolo[2,3-b]pyridine-5-sulfonamide ClC1=CC=C(C=C1)[C@H](C(F)(F)F)N(S(=O)(=O)C=1C=C2C(=NC1)N(C(C2(C)C)=O)C)C